C(C)(=O)OC1=C(C=C(C=C1)CNC(CC(C)C)=O)OC(C)=O 4-((3-methylbutanamido) methyl)-1,2-phenylene diacetate